borate-bipyridine ruthenium [Ru+3].N1=C(C=CC=C1)C1=NC=CC=C1.B([O-])([O-])[O-]